(E)-6-chloro-3-(3-methoxy-5-(trifluoromethyl)benzylidene)indol-2-one ClC1=CC=C2\C(\C(NC2=C1)=O)=C/C1=CC(=CC(=C1)C(F)(F)F)OC